FC=1C=CC(=C2C=C(NC(C12)=O)CCCN1CCN(CC1)C=1SC(=CN1)C)C 8-fluoro-5-methyl-3-(3-(4-(5-methylthiazole-2-yl)piperazin-1-yl)propyl)isoquinolin-1(2H)-one